ClC=1C=CC(=NC1)N1C(C2=NC=CN=C2C1=O)OC(=O)N1CCN(CC1)C (+)-6-(5-chloropyridin-2-yl)-7-[(4-methylpiperazin-1-yl)carbonyloxy]5,6-dihydropyrrolo[3,4-b]pyrazin-5-one